FC1=CC=C(C=C1)N1C=NN(C1=O)CC1=CC(=C(OC(C(=O)OCC)(C)C)C=C1)C Ethyl 2-(4-((4-(4-fluorophenyl)-5-oxo-4,5-dihydro-1H-1,2,4-triazol-1-yl) methyl)-2-methylphenoxy)-2-methylpropionate